S1C=C(C=C1)N1CC(C1)C(=O)O 1-(3-thienyl)azetidine-3-carboxylic acid